2-(4-methoxy-3-(2-(((R)-phenyl((R)-1,2,3,4-tetrahydropyrido[2,3-b]pyrazin-3-yl)methyl)amino)ethyl)phenyl)-2-methylpropanoic acid COC1=C(C=C(C=C1)C(C(=O)O)(C)C)CCN[C@@H]([C@H]1CNC2=C(N1)N=CC=C2)C2=CC=CC=C2